CC1=C(C(=O)OC(C2=C(C=C(C=C2C)C)C)=O)C(=CC(=C1)C)C 2,4,6-trimethylbenzoyloxid